bis[(beta-(3,5-ditert-butyl-4-hydroxybenzyl) methylcarboxyethyl)] sulphide C(C)(C)(C)C=1C=C(CCC(CSCC(CCC2=CC(=C(C(=C2)C(C)(C)C)O)C(C)(C)C)C(=O)O)C(=O)O)C=C(C1O)C(C)(C)C